C(C)(C)(C)OC(=O)N1CC=C(CC1)C=1C=NC(=CC1)CO 6-(hydroxymethyl)-5',6'-dihydro-[3,4'-bipyridine]-1'(2'H)-carboxylic acid tert-butyl ester